4-chloro-N-[(1S)-2-(6-fluoro-2,3-dimethylphenyl)-1-(5-oxo-4H-1,3,4-oxadiazol-2-yl)propyl]-2-(hydroxymethyl)benzenesulfonamide ClC1=CC(=C(C=C1)S(=O)(=O)N[C@@H](C(C)C1=C(C(=CC=C1F)C)C)C=1OC(NN1)=O)CO